FC=1C(=C(C=CC1F)C(=O)N1CC(C1)(O)CN1CC(CC1)O)NC1=C(C=C(C=C1)I)F 1-{[1-({3,4-difluoro-2-[(2-fluoro-4-iodophenyl)amino]phenyl}carbonyl)-3-hydroxyazetidin-3-yl]methyl}pyrrolidin-3-ol